(2R,3R,4R,5S)-3,4,5-tris(benzyloxy)-1-(2,6-difluoro-4-(piperidin-1-yl)phenethyl)-2-methylpiperidine C(C1=CC=CC=C1)O[C@@H]1[C@H](N(C[C@@H]([C@H]1OCC1=CC=CC=C1)OCC1=CC=CC=C1)CCC1=C(C=C(C=C1F)N1CCCCC1)F)C